[NH4+].C(CCCCCCC(=O)[O-])(=O)[O-].[NH4+] suberic acid ammonium salt